C(C)(C)(C)OC(=O)NNC(CCCC(=O)O)=O 5-(2-tert-butoxycarbonylhydrazino)-5-oxo-pentanoic acid